styryl phenyl ether sodium phosphate P(=O)([O-])([O-])[O-].[Na+].C1(=CC=CC=C1)OC=CC1=CC=CC=C1.[Na+].[Na+]